6,7-dihydro-1H-pyrazolo[4,3-c]pyridine-3,5(4H)-dicarboxylic acid 5-tert-butyl 3-ethyl ester C(C)OC(=O)C1=NNC2=C1CN(CC2)C(=O)OC(C)(C)C